6-chloro-8-((1S,2S)-2-(1-(2,2,2-trifluoroethyl)-1H-indazol-6-yl)cyclopropyl)-[1,2,4]triazolo[1,5-b]pyridazine ClC=1C=C(C=2N(N1)N=CN2)[C@@H]2[C@H](C2)C2=CC=C1C=NN(C1=C2)CC(F)(F)F